3-{5-[2-(Hydroxymethyl)-1H-Imidazol-1-Yl]-2-[(1H-1,2,4-Triazol-3-Yl)Amino]-1,3-Thiazol-4-Yl}Benzonitrile OCC=1N(C=CN1)C1=C(N=C(S1)NC1=NNC=N1)C=1C=C(C#N)C=CC1